C[Si](OCC)(OCC)C(C(=S)O)C.C[Si](OCC)(OCC)C(C(=S)O)C.CCC(=S)O[Si](OC(C)C)(OC(C)C)OC(C)C triisopropoxysilyl methylthioacetate methyl-diethoxysilyl-methyl-thioacetate methyl-diethoxysilyl-methyl-thioacetate